NC=1C(=NC=CC1)C1=NC=CC=C1N 3,3'-diamino-2,2'-bipyridyl